(R)-tert-butyl 5-(tert-butyldimethylsilyloxy)-1-hydroxypentan-2-ylcarbamate [Si](C)(C)(C(C)(C)C)OCCC[C@H](CO)NC(OC(C)(C)C)=O